CC1(OC[C@@H]2[C@H](O1)[C@@H]([C@H]([C@]1(O2)OCCCC1)OC(C(=O)OC)C)N1N=NC(=C1)C1=CC(=C(C(=C1)F)F)F)C Methyl 2-(((2S,4a'R,7'R,8'S,8a'R)-2',2'-dimethyl-8'-(4-(3,4,5-trifluorophenyl)-1H-1,2,3-triazol-1-yl)octahydro-4'H-spiro[pyran-2,6'-pyrano[3,2-d][1,3]dioxin]-7'-yl)oxy)propanoate